[Si](C)(C)(C(C)(C)C)OCCN[C@@H]1C[C@H](C1)OC(=O)N1[C@H](C2=CC=CC=C2CC1)C1=CC=C(C=C1)F.C(C(=C)C)(=O)OCCC[Si](C)(C)OC methacryloxypropyl-methoxydimethyl-silane trans-3-((2-((tert-butyldimethylsilyl)oxy)ethyl)amino)cyclobutyl-(S)-1-(4-fluorophenyl)-3,4-dihydroisoquinoline-2(1H)-carboxylate